8-cyclopropyl-3-nitro-10-(2-nitrophenyl)-14-oxo-10,11,12,14-tetrahydro-6H-chromeno[4,3-b][1,3]thiazino[2,3-g][1,7]naphthyridine-12-carboxylic acid C1(CC1)C=1C=2C=C3C(=NC2C(N2C1SC(CC2C(=O)O)C2=C(C=CC=C2)[N+](=O)[O-])=O)C2=CC=C(C=C2OC3)[N+](=O)[O-]